S(=O)(=O)(O)C=1C(=CC=C(C(=O)O)C1)C(=O)O 5-sulfoterephthalic acid